NCCC=1C=NN(C1)C1=C(C=C(C#N)C=C1)SC1=NC(=NC(=C1)N1CCCC1)C 4-[4-(2-aminoethyl)pyrazol-1-yl]-3-(2-methyl-6-pyrrolidin-1-ylpyrimidin-4-yl)sulfanylbenzonitrile